C(#N)[C@H]1N(CCC1)C=1C=CC2=C(N(C=N2)C2=CC=C(C(=N2)N2N=C(C=C2C)C#N)C(C)O)C1 1-[6-[6-[(2S)-2-cyanopyrrolidin-1-yl]benzimidazol-1-yl]-3-(1-hydroxyethyl)-2-pyridinyl]-5-methyl-pyrazole-3-carbonitrile